C(C)(C)(C)OC(=O)N1CC(C1)(CC#N)N1N=C(C(=C1)C=1C=2N(C=C(N1)C=1C=NN(C1)C)N=CC2)N 3-(3-amino-4-(6-(1-methyl-1H-pyrazol-4-yl)pyrazolo[1,5-a]pyrazin-4-yl)-1H-pyrazol-1-yl)-3-(cyanomethyl)azetidine-1-carboxylic acid tert-butyl ester